tert-butyl 4-(7-bromo-1-methyl-1H-indol-3-yl)piperidine-1-carboxylate BrC=1C=CC=C2C(=CN(C12)C)C1CCN(CC1)C(=O)OC(C)(C)C